9-Bromo-4H-quinolizin-4-one BrC1=CC=CN2C(C=CC=C12)=O